[(3R,3'R)-3'-hydroxy-1,4-dihydro-1'H,2H-spiro[isoquinoline-3,4'-piperidin]-1'-yl]{8-[(1R)-1-methoxyethyl]-6-(1-methyl-1H-pyrazol-5-yl)imidazo[1,2-a]pyridin-2-yl}methanone O[C@@H]1CN(CC[C@@]12NCC1=CC=CC=C1C2)C(=O)C=2N=C1N(C=C(C=C1[C@@H](C)OC)C1=CC=NN1C)C2